methyl 2-fluoro-6-((4-fluoro-2-methyl-phenyl)amino)-3-(trifluoromethyl)-benzoate FC1=C(C(=O)OC)C(=CC=C1C(F)(F)F)NC1=C(C=C(C=C1)F)C